C1(CC1)N1C2=C(OCC1)N=CC(=C2)S(=O)(=O)NC(NC2=C1CCCC1=CC(=C2C2=CC=1N(C=C2)N=CC1)C)=O 1-cyclopropyl-N-((6-methyl-5-(pyrazolo[1,5-a]pyridin-5-yl)-2,3-dihydro-1H-inden-4-yl)carbamoyl)-2,3-dihydro-1H-pyrido[2,3-b][1,4]oxazine-7-sulfonamide